O-[(ethoxycarbonyl)cyanomethylenamino]-N,N,N',N'-tetramethyluronium tetrafluoroborate [B-](F)(F)(F)F.CCOC(=O)/C(=N/OC(=[N+](C)C)N(C)C)/C#N